3,3'',6,6''-tetra-tert-butyl-9'H-9,3':6',9''-tercarbazole C(C)(C)(C)C=1C=CC=2N(C3=CC=C(C=C3C2C1)C(C)(C)C)C=1C=CC=2NC3=CC=C(C=C3C2C1)N1C2=CC=C(C=C2C=2C=C(C=CC12)C(C)(C)C)C(C)(C)C